3-(4-ethyl-1-((2-(trimethylsilyl)ethoxy)methyl)-1H-imidazol-5-yl)-5-fluorobenzoic acid C(C)C=1N=CN(C1C=1C=C(C(=O)O)C=C(C1)F)COCC[Si](C)(C)C